(Z)-2-(2,6-dioxopiperidin-3-yl)-5-((3-(4-(2-(4-(1-(4-hydroxyphenyl)-2-phenylbut-1-en-1-yl)phenoxy)ethyl)-1,4-diazepan-1-yl)propyl)amino)isoindoline-1,3-dione O=C1NC(CCC1N1C(C2=CC=C(C=C2C1=O)NCCCN1CCN(CCC1)CCOC1=CC=C(C=C1)\C(=C(\CC)/C1=CC=CC=C1)\C1=CC=C(C=C1)O)=O)=O